COC(=O)C1=NC=C(C=C1SCC)Br 5-bromo-3-(ethylsulfanyl)pyridine-2-carboxylic acid methyl ester